5-bromothiophen-2-sulfonamide BrC1=CC=C(S1)S(=O)(=O)N